3,5-dicyclohexyl-5-methyl-2-pyrazoline C1(CCCCC1)C1=NNC(C1)(C)C1CCCCC1